CN(C(/C=C/CC[C@@H](C(=O)NC=1C(N(C=CC1)CC1=NC2=C(N1)C=CC=C2CC(C)C)=O)NC(OCC2=CC=CC=C2)=O)=O)C benzyl (S,E)-(7-(dimethylamino)-1-((1-((4-isobutyl-1H-benzo[d]imidazol-2-yl)methyl)-2-oxo-1,2-dihydropyridin-3-yl)amino)-1,7-dioxohept-5-en-2-yl)carbamate